N-(2-pyridylaminothiomethyl)carbamic acid ethyl ester C(C)OC(NCSNC1=NC=CC=C1)=O